C(C)(C)(C)C1N(CCCN(C1)C1=NC=NC2=CC(=C(C=C12)OC)O)C(=O)O Tert-butyl-4-(7-hydroxy-6-methoxyquinazolin-4-yl)-1,4-diazacycloheptane-1-carboxylic acid